(S)-N-(2-(2-chloro-3-methylphenyl)propan-2-yl)-2-(1-methylpyrrolidin-2-yl)acetamide ClC1=C(C=CC=C1C)C(C)(C)NC(C[C@H]1N(CCC1)C)=O